C(C)(C)(C)OC(=O)\N=N\C(=O)OC(C)(C)C (E)-N-[[(tert-butoxy)carbonyl]imino](tert-butoxy)formamide